ethyl 1-((4-methoxy-3-((2-methoxyphenyl)sulfonamido)benzo[d]isoxazol-6-yl)methyl)piperidine-4-carboxylate COC1=CC(=CC2=C1C(=NO2)NS(=O)(=O)C2=C(C=CC=C2)OC)CN2CCC(CC2)C(=O)OCC